acryloxyethyl-phosphonic acid C(C=C)(=O)OCCP(O)(O)=O